2-(6-(((1R,2R,3S,5S)-2-fluoro-8-azabicyclo[3.2.1]octan-3-yl)oxy)pyridazin-3-yl)-5-(2-methoxypyridin-4-yl)phenol F[C@@H]1[C@H]2CC[C@@H](C[C@@H]1OC1=CC=C(N=N1)C1=C(C=C(C=C1)C1=CC(=NC=C1)OC)O)N2